ClC1=C(C=C(OCC(=O)NC23CC(C2)(C3)C3=NN(C(=C3)OC[C@@H]3C[C@@H](C3)OC(F)(F)F)C)C=C1)F 2-(4-chloro-3-fluorophenoxy)-N-[3-(1-methyl-5-{[cis-3-(trifluoromethoxy)cyclobutyl]methoxy}-1H-pyrazol-3-yl)bicyclo[1.1.1]pentan-1-yl]acetamide